4-(2-acryloxyethoxy)benzoic acid C(C=C)(=O)OCCOC1=CC=C(C(=O)O)C=C1